COC(=O)C=1C=CC2=C(N=C(O2)C=2C=NC=CC2)C1 2-(pyridin-3-yl)-1,3-benzoxazole-5-carboxylic acid methyl ester